CC(CN1CCC2(CS(C2)(=O)=O)CC1)CC=1C=NC(=NC1)C(F)(F)F 7-(2-Methyl-3-(2-(trifluoromethyl)pyrimidin-5-yl)propyl)-2-thia-7-azaspiro[3.5]nonane 2,2-dioxide